1-BETA-HYDROXYETHYLOXY-2,4-DIAMINOBENZENE DIHYDROCHLORIDE Cl.Cl.OCCOC1=C(C=C(C=C1)N)N